N1C(=NC=C1)[C@]1(CN(CC1)C(C)(C)C1=NC=CC=C1)CCC1=CC=C(C#N)C=C1 (R)-4-(2-(3-(1H-imidazol-2-yl)-1-(2-(pyridin-2-yl)propan-2-yl)pyrrolidin-3-yl)ethyl)benzonitrile